FC1=C(C2=C(C=C(C=C2C=C1F)OCOCC[Si](C)(C)C)B1OC(C(O1)(C)C)(C)C)C#C[Si](C(C)C)(C(C)C)C(C)C {[2,3-difluoro-8-(4,4,5,5-tetramethyl-1,3,2-dioxaborolan-2-yl)-6-{[2-(trimethylsilyl)ethoxy]methoxy}naphthalen-1-yl]ethynyl}tri(propan-2-yl)silane